C(C)(C)(C)OOC1(CCCCC1)OOC(C)(C)C 1,1-bis-(t-butylperoxy)-cyclohexane